CC(C)N1N=C(C(=C1)B1OC(C(O1)(C)C)(C)C)C(=O)OC methyl 1-(propan-2-yl)-4-(4,4,5,5-tetramethyl-1,3,2-dioxaborolan-2-yl)-1H-pyrazole-3-carboxylate